2'-(1-aminoethyl)-5-chloro-N-(5-chloro-6-(2H-1,2,3-triazol-2-yl)pyridin-3-yl)-2,4'-difluoro-[1,1'-biphenyl]-4-carboxamide NC(C)C1=C(C=CC(=C1)F)C1=C(C=C(C(=C1)Cl)C(=O)NC=1C=NC(=C(C1)Cl)N1N=CC=N1)F